1-(3-((5-bromo-2-((4-(4-ethylpiperazin-1-yl)-2-isopropylphenyl)amino)pyrimidin-4-yl)amino)propyl)piperidin-2-one BrC=1C(=NC(=NC1)NC1=C(C=C(C=C1)N1CCN(CC1)CC)C(C)C)NCCCN1C(CCCC1)=O